2-(3-bromo-2-((4-methoxybenzyl)oxy)phenyl)-1,3-dioxolane BrC=1C(=C(C=CC1)C1OCCO1)OCC1=CC=C(C=C1)OC